1H-pyrimido(5,4-b)(1,4)benzoxazine-2(3H)-one N1C(NC=C2OC3=C(N=C21)C=CC=C3)=O